BrC1OC(C2=CC=C(C=C12)Br)=O 3,5-dibromoisobenzofuran-1(3H)-one